NC(CCCCCO)C 6-amino-heptan-1-ol